methyl 3-amino-2-fluorobenzoate NC=1C(=C(C(=O)OC)C=CC1)F